C(C)OC(C(=O)C1C(C(=CC(C1)(C)C)OC)=O)=O.[O-]S(=O)(=O)C(F)(F)F.[Al+3].[O-]S(=O)(=O)C(F)(F)F.[O-]S(=O)(=O)C(F)(F)F Aluminium(III) triflat Ethyl-(3-methoxy-5,5-dimethyl-2-oxocyclohex-3-en-1-yl)(oxo)acetate